4-(5-(7,8-dimethyl-[1,2,4]triazolo[1,5-a]pyridin-6-yl)-6-isopropyl-4H-pyrrolo[3,2-d]thiazol-2-yl)-N-(2-methoxy-2-methylpropyl)cyclohexan-1-amine CC1=C(C=2N(C=C1C1=C(C=3N=C(SC3N1)C1CCC(CC1)NCC(C)(C)OC)C(C)C)N=CN2)C